C(#N)N1CC(CCC1)(F)C=1N=C2N(C=CC(=C2)C2=CC(=NC=C2)C#N)C1 4-(2-(1-cyano-3-fluoropiperidin-3-yl)imidazo[1,2-a]pyridin-7-yl)picolinenitrile